(S)-2-oxa-8-azaspiro[4.5]decan-4-amine HCl salt Cl.C1OC[C@H](C12CCNCC2)N